4-pyrimidineethanone N1=CN=C(C=C1)CC=O